N1=C(C=CC=C1)CCN1CC2(C(C1)C(=O)OC)CCNCC2 Methyl 2-(2-(pyridin-2-yl)ethyl)-2,8-diazaspiro[4.5]decane-4-carboxylate